[Ni].[Fe].[Cr].[Ni] nickel-chromium-iron nickel